6-fluoro-1-oxo-2,3-dihydro-1H-indene-2-carboxylic acid methyl ester COC(=O)C1C(C2=CC(=CC=C2C1)F)=O